C(C1=CC=CC=C1)OC1=CC(=NC(=C1)OC)Cl 4-(benzyloxy)-2-chloro-6-methoxypyridine